(S)- and (R)-3-chloro-4-(2-((2-(6-(1-methyl-1H-pyrazol-4-yl)-1H-indol-3-yl)-2-oxo-1-phenyl-ethyl)amino)eth-yl)benzoic acid ClC=1C=C(C(=O)O)C=CC1CCN[C@H](C(=O)C1=CNC2=CC(=CC=C12)C=1C=NN(C1)C)C1=CC=CC=C1 |r|